ClC1=C(C(=O)NC(=C(Cl)Cl)C#N)C=C(C=C1Cl)Cl 2,3,5-Trichloro-N-(2,2-dichloro-1-cyanovinyl)benzamide